ClC1=C2C(=NC=C1OC1=CC(=NC=C1)NC(C)=O)N=C(N2C)NC2=NN(C(=C2)C(C(F)(F)F)(F)F)C2CC(C2)OC N-(4-((7-chloro-2-((1-((1s,3s)-3-methoxycyclobutyl)-5-(perfluoroethyl)-1H-pyrazol-3-yl)amino)-1-methyl-1H-imidazo[4,5-b]pyridin-6-yl)oxy)pyridin-2-yl)acetamide